5-{3-methyl-4-[(3,4,5-trifluorophenyl)ethynyl]phenyl}-2-pentylthieno[3,2-b]thiophene CC=1C=C(C=CC1C#CC1=CC(=C(C(=C1)F)F)F)C1=CC=2SC(=CC2S1)CCCCC